FC=1C=C(C=CC1OC1=C(C=C(C=C1)C1=NC2=C(N1)C=C(C=C2)C(NC(C)C)=N)OC)C2=NC1=C(N2)C=C(C=C1)C(NC(C)C)=N 2-(3-Fluoro-4-(4-(6-(N-isopropylcarbamimidoyl)-1H-benzo[d]imidazol-2-yl)-2-methoxyphenoxy)phenyl)-N-isopropyl-1H-benzo[d]imidazole-6-carboximidamide